ClC1=CC=2C3=NN(C=4C=CC(O[C@@H](CCNC(OCC(=C1)N2)=O)C)=CC34)C3OCCCC3 (13R)-4-chloro-13-methyl-19-(oxan-2-yl)-8,14-dioxa-10,19,20,23-tetraazatetracyclo[13.5.2.12,6.018,21]tricosa-1(20),2(23),3,5,15(22),16,18(21)-heptaen-9-one